4-(5-(3-(1-amino-2-methyl-1-oxopropan-2-yl)-1-methyl-1H-pyrazol-5-yl)-5-hydroxyoctahydropentalen-2-yl)-N-(3-chloro-4-fluorophenyl)-1-methyl-1H-imidazole-5-carboxamide NC(C(C)(C)C1=NN(C(=C1)C1(CC2CC(CC2C1)C=1N=CN(C1C(=O)NC1=CC(=C(C=C1)F)Cl)C)O)C)=O